FC=1C(=C(C=CC1F)[C@H]1CO[C@@]([C@@H]1C)(C(F)(F)F)C)C=C (2R,3S,4R,5S)-3-(3,4-difluoro-2-vinyl-phenyl)-4,5-dimethyl-5-(trifluoromethyl)tetrahydrofuran